2-hydroxy-4-hexadecyloxybenzophenone OC1=C(C(=O)C2=CC=CC=C2)C=CC(=C1)OCCCCCCCCCCCCCCCC